CNS(=O)(=O)C1=CC=C(C=C1)NC=1N=NC(=CC1)C(F)(F)F N-methyl-4-[[6-(trifluoromethyl)pyridazin-3-yl]amino]benzenesulfonamide